N-(6-(2-azaspiro[3.3]heptane-6-carbonyl)pyridin-2-yl)-4-fluorobenzamide C1NCC12CC(C2)C(=O)C2=CC=CC(=N2)NC(C2=CC=C(C=C2)F)=O